N-n-butylthiophosphoric acid triamide C(CCC)NP(N)(N)=S